N1=C(C=CC=C1)COC1=C(C=CC=C1)C(CNC(=O)COC1=C(C=CC=C1)P(O)(O)=O)(F)F 2-((2-(2-((pyridin-2-yl)methoxy)phenyl)-2,2-difluoroethylcarbamoyl)methoxy)phenylphosphonic acid